p-dimethylaminocinnamylideneindenone CN(C1=CC=C(C=CC=C2C(C3=CC=CC=C3C2)=O)C=C1)C